C1(=CC(=CC=C1)C(=O)[Si](CC)(CC)CC)C m-tolyl-(triethylsilyl)methanone